5-(5-(1-(dimethylglycyl)piperidin-4-yl)-3-isopropyl-1H-indol-2-yl)-3-methoxy-1,6-dimethylpyridin-2(1H)-one CN(CC(=O)N1CCC(CC1)C=1C=C2C(=C(NC2=CC1)C=1C=C(C(N(C1C)C)=O)OC)C(C)C)C